C(CCC)C(C=C(CCCC)CCCC)[SnH3] tributylallyl-stannane